3-fluoro-N-(2-(3-(trifluoromethyl)phenyl)pyridin-3-yl)benzamide FC=1C=C(C(=O)NC=2C(=NC=CC2)C2=CC(=CC=C2)C(F)(F)F)C=CC1